ethyl 6-chloro-4-(cyclopropylamino)pyridine-3-carboxylate ClC1=CC(=C(C=N1)C(=O)OCC)NC1CC1